(R)-2-(4-bromo-2-methylbenzo[d][1,3]dioxol-2-yl)-5-chloropyridine BrC1=CC=CC=2O[C@@](OC21)(C)C2=NC=C(C=C2)Cl